NC1=C2C(=NC=N1)N(N=C2C=2C=CC1=C(N=C(O1)N)C2)CC2CN(C2)C(=O)[O-] 3-((4-amino-3-(2-aminobenzo[d]oxazol-5-yl)-1H-pyrazolo[3,4-d]pyrimidin-1-yl)methyl)azetidine-1-carboxylate